CN(C(=O)C=1C=C(C2=CC=CC=C2C1O)C1=CC=C(C=C1)C1=CC(=C(C=C1)C(C)N1CCN(CC1)C1=CC=C(C(=O)O)C=C1)F)C 4-[4-[1-[4-[4-[3-(dimethylcarbamoyl)-4-hydroxynaphthalen-1-yl]phenyl]-2-fluorophenyl]ethyl]piperazin-1-yl]benzoic acid